FC=1C(=NC=CC1)CC=O 2-(3-fluoropyridin-2-yl)ethan-1-one